C(C)(C)(C)N1N=C(C(=CC1=O)C1=C(C=CC(=C1)Cl)C(C)=O)C(C)C Tert-butyl-5-(2-acetyl-5-chlorophenyl)-6-isopropylpyridazin-3(2H)-one